5-chloro-N-(2,4-difluoro-3-(2-(((1s,4s)-4-hydroxycyclohexyl)amino)quinazolin-6-yl)phenyl)-2-(trifluoromethyl)benzenesulfonamide ClC=1C=CC(=C(C1)S(=O)(=O)NC1=C(C(=C(C=C1)F)C=1C=C2C=NC(=NC2=CC1)NC1CCC(CC1)O)F)C(F)(F)F